Tert-butyl 3-hydroxy-3-(methylsulfonyloxymethyl)azetidine-1-carboxylate OC1(CN(C1)C(=O)OC(C)(C)C)COS(=O)(=O)C